CN(C(=O)C1=CN(CCS1)C=1C2=C(N=CN1)NC=C2C)C[C@@H]2NCCCC2 (R)-N-methyl-4-(5-methyl-7H-pyrrolo[2,3-d]pyrimidin-4-yl)-N-(piperidin-2-ylmethyl)-3,4-dihydro-2H-1,4-thiazine-6-carboxamide